C(N)(=O)C1=C(SC=2C(OC(CC21)(C)C)(C)C)NC(=O)C2=NNC=C2C N-(3-carbamoyl-5,5,7,7-tetramethyl-5,7-dihydro-4H-thieno[2,3-c]pyran-2-yl)-4-methyl-1H-pyrazole-3-carboxamide